BrC1=C(C(=C2C(OC3=C2C(=C(C(=C3C3=C(C(=C(C(=C3[2H])[2H])[2H])[2H])[2H])[2H])[2H])[2H])=C1[2H])[2H])[2H] 3-bromo-6-(phenyl-d5)dibenzo[b,d]furan-1,2,4,7,8,9-d6